C(CCCCC(C)C)(=O)O Isooctanoic acid